rac-tert-Butyl (1R,6S)-5-(2-(4-Chloro-2-fluorophenyl)-2-methylbenzo[d][1,3]dioxol-4-yl)-2,5-diazabicyclo[4.2.0]octane-2-carboxylate ClC1=CC(=C(C=C1)[C@]1(OC2=C(O1)C=CC=C2N2CCN([C@@H]1CC[C@H]21)C(=O)OC(C)(C)C)C)F |&1:7|